FC(OC1=C(C=C(C=C1)OC1=CC(=CC=C1)C1(CN(C1)C)O)C1=NN(C=C1NC(=O)C=1C=NN2C1N=CC=C2)CC(=O)N(C)C)F N-(3-(2-(difluoromethoxy)-5-(3-(3-hydroxy-1-methylazetidin-3-yl)phenoxy)phenyl)-1-(2-(dimethylamino)-2-oxoethyl)-1H-pyrazol-4-yl)pyrazolo[1,5-a]Pyrimidine-3-carboxamide